COC(C(=C=NCCC1=CC(=C(C=C1)OC)OC)C1=CC=CC=C1)=O.CC=1C=NC=CC1C1=CC=C2CC(NC2=C1)=O 6-(3-methylpyridin-4-yl)indolin-2-one methyl-3-((3,4-dimethoxyphenethyl)imino)-2-phenylacrylate